C(N)(OCC1=CC2=C(C=3N(C(CC2)C)C=C(N3)C(F)(F)F)C=C1)=O ((5-methyl-2-(trifluoromethyl)-6,7-dihydro-5H-benzo[c]imidazo[1,2-a]azepin-9-yl) methyl) carbamate